CC=1N=NSC1C(=O)OCC ethyl 4-methyl-1,2,3-thiadiazole-5-carboxylate